rac-(1S,2R)-2-(benzyloxy)-1-methylcyclobutan-1-ol C(C1=CC=CC=C1)O[C@H]1[C@](CC1)(O)C |r|